C(C)C1=CC=C(C=C1)C#CC=1C=NC=CC1SC(C(=O)O)(C)C 2-((3-((4-ethylphenyl)ethynyl)pyridin-4-yl)thio)-2-methylpropanoic acid